COC1=CC=C(C=C1)[C@H]1CN(C2=CC=CC=C2N1)C(C)C (S)-3-(4-methoxyphenyl)-1-isopropyl-1,2,3,4-tetrahydroquinoxaline